SC(CO)(CCC)C 2-mercapto-2-methyl-pentanol